C(#N)CCNCCCCNC(C(=C)C)=O N-(2-cyanoethylamino-butyl)methacrylamide